3-(methylsulfanyl)-5-(trifluoromethyl)-1,2,4-triazine CSC=1N=NC=C(N1)C(F)(F)F